methyl 2-(benzhydrylideneamino)-2-(9-methoxy-4-oxo-pyrido[1,2-a]pyrimidin-2-yl)acetate C(C1=CC=CC=C1)(C1=CC=CC=C1)=NC(C(=O)OC)C=1N=C2N(C(C1)=O)C=CC=C2OC